C(CCCCC)(=O)OOC=1C=C2C(N(C(C2=CC1)C(C)(C)C)C1C(NC(CC1)=O)=O)=O tert-butyl-((2-(2,6-dioxopiperidin-3-yl)-3-oxoisoindolin-5-yl) oxy) hexanoate